3-(3-cyano-4-fluorophenyl)-1-(1-(6,7-difluoro-4-oxo-3,4-dihydrophthalazin-1-yl)ethyl)-1-methylurea C(#N)C=1C=C(C=CC1F)NC(N(C)C(C)C1=NNC(C2=CC(=C(C=C12)F)F)=O)=O